3,5-bis(1,1-dimethylethyl)-4-hydroxyphenylpropionamide CC(C)(C)C=1C=C(C=C(C1O)C(C)(C)C)C(C(=O)N)C